3-(3-(1-(2-carboxy-3-(3-fluoro-4-((methylsulfonyl)methyl)phenyl)-1H-indol-7-yl)ethyl)-2-oxo-2,3-dihydrooxazol-5-yl)-N,N,N-trimethylpropan-1-aminium C(=O)(O)C=1NC2=C(C=CC=C2C1C1=CC(=C(C=C1)CS(=O)(=O)C)F)C(C)N1C(OC(=C1)CCC[N+](C)(C)C)=O